3-amino-N-(4-(methylsulfonylcarbamoyl)phenyl)-6-p-tolylpyrazine-2-carboxamide NC=1C(=NC(=CN1)C1=CC=C(C=C1)C)C(=O)NC1=CC=C(C=C1)C(NS(=O)(=O)C)=O